C(C1=CC=CC=C1)[C@H]1N(C(OC1)=O)C([C@H](C)C1CCC(CC1)C1=CC(=NC=C1)C)=O (R)-4-benzyl-3-((R)-2-((1s,4S)-4-(2-methylpyridin-4-yl)cyclohexyl)propionyl)oxazolidin-2-one